(2R)-1-[(4aR,8aS)-decahydroquinolin-1-yl]-2-{cyclopropyl[(2-methylphenyl)methyl]amino}-3-(methylamino)propan-1-one N1(CCC[C@H]2CCCC[C@H]12)C([C@@H](CNC)N(CC1=C(C=CC=C1)C)C1CC1)=O